(Z)-2-Hydroxy-N-isopropyl-5-(5-((3-oxobenzo[b]thiophen-2(3H)-ylidene)methyl)furan-2-yl)benzamide OC1=C(C(=O)NC(C)C)C=C(C=C1)C=1OC(=CC1)\C=C/1\C(C2=C(S1)C=CC=C2)=O